O=C1NC(CCC1N1C(C2=CC=CC=C2C1=O)=O)=O 2-(2,6-dioxo-3-piperidyl)-1,3-dioxo-isoindolin